2-((9-hydroxy-10,10-dimethyl-9,10-dihydro-anthracene-9-yl)ethynyl)benzaldehyde OC1(C2=CC=CC=C2C(C=2C=CC=CC12)(C)C)C#CC1=C(C=O)C=CC=C1